F[C@H]1C[C@H](N(C1)C(CN1C[C@@H](CC1)NC=1C=C2C=CC(=NC2=CC1)Cl)=O)C#N (2S,4S)-4-fluoro-1-[2-[(3R)-3-[(2-chloro-6-quinolinyl)amino]pyrrolidin-1-yl]acetyl]pyrrolidine-2-carbonitrile